N[C@H]1CN(CC[C@@H]2N(C1=O)[C@@H](CC2)C(=O)N[C@@H]2CCOC1=CC=CC=C21)C(=O)NC2CC2 (5S,8S,10aR)-5-amino-N8-((R)-chroman-4-yl)-N3-cyclopropyl-6-oxooctahydropyrrolo[1,2-a][1,5]diazocine-3,8(4H)-dicarboxamide